Methyl-1-butyn-3-ol CC#CC(C)O